[Si](C)(C)(C(C)(C)C)O[C@H](C(O)C1(CCN(CC1)C(=O)OC(C)(C)C)CO)C tert-butyl 4-[(2S)-2-[(tert-butyldimethylsilyl)oxy]-1-hydroxypropyl]-4-(hydroxymethyl)piperidine-1-carboxylate